C(#N)[C@H](C[C@H]1C(NCC1)=O)NC(=O)[C@@H]1[C@H]2C([C@H]2CN1C([C@H](C(C)(C)C)NC(=O)C1=NC=CN=C1)=O)(C)C (1R,2S,5S)-N-[(1S)-1-cyano-2-[(3S)-2-oxopyrrolidin-3-yl]ethyl]-3-[(2S)-3,3-dimethyl-2-(pyrazine-2-carbonylamino)butanoyl]-6,6-dimethyl-3-azabicyclo[3.1.0]hexane-2-carboxamide